FC=1C(=NC=C(C1)C1=CC2=C(N=CN(C2=O)C2=C(C(=CC=C2C)O)C)N1S(=O)(=O)C1=CC=C(C)C=C1)C#N 3-fluoro-5-(3-(3-hydroxy-2,6-dimethylphenyl)-4-oxo-7-tosyl-4,7-dihydro-3H-pyrrolo[2,3-d]pyrimidin-6-yl)picolinonitrile